C(=O)(OCC1C2=CC=CC=C2C2=CC=CC=C12)NCCS(=O)(=O)[O-].[Na+] sodium 2-(fmoc-amino)ethane-1-sulfonate